2-(1-cyclopropyl-4-fluoropiperidin-4-yl)-6-(8-fluoro-2-methylimidazo[1,2-a]pyridin-6-yl)pyrido[3,2-d]pyrimidin-4(3H)-one C1(CC1)N1CCC(CC1)(F)C=1NC(C2=C(N1)C=CC(=N2)C=2C=C(C=1N(C2)C=C(N1)C)F)=O